(1S,3S,5S)-5-methyl-2-((4-phenoxybenzoyl)glycyl)-N-((R)-1-(4-(4,4,5,5-tetramethyl-1,3,2-dioxaborolan-2-yl)thiophen-2-yl)ethyl)-2-azabicyclo[3.1.0]hexane-3-carboxamide C[C@@]12C[C@H](N([C@H]2C1)C(CNC(C1=CC=C(C=C1)OC1=CC=CC=C1)=O)=O)C(=O)N[C@H](C)C=1SC=C(C1)B1OC(C(O1)(C)C)(C)C